CC=1C=C(C=CC1C)C1=NC=C(C(=N1)OC)C(=O)NC1CS(C=C1)(=O)=O 2-(3,4-dimethylphenyl)-N-(1,1-dioxido-2,3-dihydrothiophen-3-yl)-4-methoxypyrimidine-5-carboxamide